ClC1=C(C=C(C=C1)NC(=O)C1OCCOC1)C(NC1=NC=C(C=C1C)C#CC1=CC(=CC=C1)F)=O N-[4-chloro-3-[[5-[2-(3-fluorophenyl)ethynyl]-3-methyl-2-pyridyl]carbamoyl]phenyl]-1,4-dioxane-2-carboxamide